P(=O)(OCC(COC(CCCCCCCCCCCCCCC)=O)OC(CCCCCCCCCCCCCCC)=O)(OCC[N+](CC)(CC)CC)[O-] 2,3-bis(palmitoyloxy)propyl (2-(triethylammonio)ethyl) phosphate